styrylphenyl ether ammonium sulfate S(=O)(=O)([O-])[O-].[NH4+].C(=CC1=CC=CC=C1)OC1=CC=CC=C1.[NH4+]